tert-butyl (E)-(4-(4-(4-((4-([1,2,4]triazolo[1,5-a]pyridin-7-yloxy)-3-methylphenyl)amino) pyrrolo[2,1-f][1,2,4]triazin-5-yl)piperidin-1-yl)-4-oxobut-2-en-1-yl)carbamate N=1C=NN2C1C=C(C=C2)OC2=C(C=C(C=C2)NC2=NC=NN1C2=C(C=C1)C1CCN(CC1)C(/C=C/CNC(OC(C)(C)C)=O)=O)C